(R)-N-(2-chloro-3-(3'-chloro-6-methoxy-5-((((5-oxopyrrolidin-2-yl)methyl)amino)methyl)-[2,4'-bipyridin]-2'-yl)phenyl)-5-(((2-hydroxyethyl)amino)methyl)-4-methoxypicolinamide ClC1=C(C=CC=C1C1=NC=CC(=C1Cl)C1=NC(=C(C=C1)CNC[C@@H]1NC(CC1)=O)OC)NC(C1=NC=C(C(=C1)OC)CNCCO)=O